1-methyl-4-(3-[[1-methyl-4-(1-methylimidazole-2-amido)pyrrol-2-yl]formamido]propanamido)imidazole-2-carboxamide CN1C(=NC(=C1)NC(CCNC(=O)C=1N(C=C(C1)NC(=O)C=1N(C=CN1)C)C)=O)C(=O)N